FC1=CC(=C(C=C1)C(C)N1C[C@@H](N(C[C@H]1C)C=1C=2C(N(C(N1)=O)C)=CN(N2)CC#N)C)C(F)(F)F (7-((2S,5R)-4-(1-(4-fluoro-2-(trifluoromethyl)phenyl)ethyl)-2,5-dimethylpiperazin-1-yl)-4-methyl-5-oxo-4,5-dihydro-2H-pyrazolo[4,3-d]pyrimidin-2-yl)acetonitrile